C1(=CC=CC=C1)C(=O)[O-] benzeneAt